N-(5-(2-(2-azabicyclo[2.2.1]heptan-2-yl)acetamido)-2-chlorophenyl)-7-methyl-4,5,6,7-tetrahydro-[3,6'-bipyrazolo[1,5-a]pyrazine]-3'-carboxamide C12N(CC(CC1)C2)CC(=O)NC=2C=CC(=C(C2)NC(=O)C=2C=NN1C2C=NC(=C1)C=1C=NN2C1CNCC2C)Cl